N-(5-bromo-8-((methyl-d3)amino)-2,7-naphthyridin-3-yl)cyclopropanecarboxamide BrC1=C2C=C(N=CC2=C(N=C1)NC([2H])([2H])[2H])NC(=O)C1CC1